(S)-2-(1-(tert-Butoxycarbonyl)pyrrolidin-2-yl)-4-(4-((5-methylpyridin-2-yl)Carbamoyl)phenyl)-1H-imidazole-5-carboxylic acid ethyl ester C(C)OC(=O)C1=C(N=C(N1)[C@H]1N(CCC1)C(=O)OC(C)(C)C)C1=CC=C(C=C1)C(NC1=NC=C(C=C1)C)=O